ClN1N=C(N2C1CC(CC1=C2C=CC=C1)N)C1CCC(CC1)(F)F 3-chloro-1-(4,4-difluorocyclohexyl)-5,6-dihydro-4H-[1,2,4]triazolo[4,3-a][1]benzazepine-5-amine